NC1=C2C(=NC=N1)N(N=C2C2=CC(=C(C=C2)[N+](=O)[O-])F)C2CCN(CC2)C(=O)OC(C)(C)C tert-butyl 4-(4-amino-3-(3-fluoro-4-nitrophenyl)-1H-pyrazolo[3,4-d]pyrimidin-1-yl)piperidine-1-carboxylate